2-methyl-N-[(1s,4s)-4-{[2-(trifluoromethyl)quinolin-4-yl]amino}cyclohexyl]benzamide CC1=C(C(=O)NC2CCC(CC2)NC2=CC(=NC3=CC=CC=C23)C(F)(F)F)C=CC=C1